2-(2',6'-dimethoxy-5-methyl-4'-pentyl-[1,1'-biphenyl]-2-yl)propan-2-ol-1,3-13C2 COC1=C(C(=CC(=C1)CCCCC)OC)C1=C(C=CC(=C1)C)C([13CH3])([13CH3])O